FC(C1=C(C(=O)O)C=CC=C1)F 2-(difluoromethyl)benzoic acid